(S)-4-(sec-butoxy)-N-hydroxybenzimidamide [C@H](C)(CC)OC1=CC=C(C(NO)=N)C=C1